octadecane-3,6-diol CCC(CCC(CCCCCCCCCCCC)O)O